CC1(CCC(CC1)(O)C1=CC=C(C=C1)B1OC(C(O1)(C)C)(C)C)C 4,4-dimethyl-1-(4-(4,4,5,5-tetramethyl-1,3,2-dioxaborolan-2-yl)phenyl)cyclohexan-1-ol